(phenyl)bis(diphenylaminobiphenylyl)amine C1(=CC=CC=C1)N(C1=C(C=CC=C1N(C1=CC=CC=C1)C1=CC=CC=C1)C1=CC=CC=C1)C1=C(C=CC=C1N(C1=CC=CC=C1)C1=CC=CC=C1)C1=CC=CC=C1